benzyl 8-methyl (1R,5S,8s)-3-azabicyclo[3.2.1]octane-3,8-dicarboxylate [C@@H]12CN(C[C@@H](CC1)C2C(=O)OC)C(=O)OCC2=CC=CC=C2